[O-]CCCC.[Zr+4].[O-]CCCC.[O-]CCCC.[O-]CCCC zirconium(IV) n-butoxide